2-{2-[2-({[2-(2,6-dioxopiperidin-3-yl)-1,3-dioxo-2,3-dihydro-1H-isoindol-4-yl]carbamoyl}methoxy)ethoxy]ethoxy}acetic acid O=C1NC(CCC1N1C(C2=CC=CC(=C2C1=O)NC(=O)COCCOCCOCC(=O)O)=O)=O